FC=1C=CC(=NC1)[C@@H](C)N (R)-1-(5-fluoropyridin-2-yl)ethan-1-amine